FC1=CC=C(C=C1)C1NS(OC2=C1C=CC=C2)(=O)=O (-)-4-(4-Fluorophenyl)-3,4-dihydrobenzo[e][1,2,3]oxathiazine 2,2-dioxide